1,1'-azo-bis(cyclohexanecarbonitrile) N(=NC1(CCCCC1)C#N)C1(CCCCC1)C#N